C1(CCCC1)NCCCCCCCSC=1C=C2CN(C(C2=CC1)=O)C1C(NC(CC1)=O)=O 3-(5-((7-(cyclopentylamino)heptyl)thio)-1-oxoisoindolin-2-yl)piperidine-2,6-dione